acryloxytridecyltriethoxysilane C(C=C)(=O)OCCCCCCCCCCCCC[Si](OCC)(OCC)OCC